4-HYDROXYPHENYL-PHOSPHONIUM OC1=CC=C(C=C1)[PH3+]